FC1=CC2=C(C(CN(CC2)S(=O)(=O)C)C)C=C1F 7,8-difluoro-1-methyl-3-(methylsulfonyl)-2,3,4,5-tetrahydro-1H-benzo[d]azepin